5-{[(3S)-3-methylpiperidin-1-yl]Methyl}-2-{3-[(1r,3s)-3-methyl-1-(4-methyl-1,2,4-triazol-3-yl)cyclobutyl]Phenyl}-7-(trifluoromethyl)-1,3-benzoxazole C[C@@H]1CN(CCC1)CC=1C=C(C2=C(N=C(O2)C2=CC(=CC=C2)C2(CC(C2)C)C2=NN=CN2C)C1)C(F)(F)F